FC1=C(C=C(CC2=NNC(C3=CC=CC=C23)=O)C=C1)C(=O)N1CC(C1)NCCCCC 4-(4-fluoro-3-(3-(pentylamino)azetidine-1-carbonyl)benzyl)phthalazin-1(2H)-one